NC(CCN(NC([C@H](CC(C)C)NC(=O)C=1NC2=CC=CC(=C2C1)OC)=O)C(C(F)Cl)=O)=O N-((2S)-1-(2-(3-amino-3-oxopropyl)-2-(2-chloro-2-fluoroacetyl)hydrazinyl)-4-methyl-1-oxopentane-2-yl)-4-methoxy-1H-indole-2-carboxamide